N1N=CC2=CC=C(C=C12)S(=O)(=O)N1CCC2(CC(CO2)NC[C@@H](COC=2C=C(C=CC2)S(=O)(=O)NC)O)CC1 3-((2S)-3-(8-(1H-indazol-6-ylsulfonyl)-1-oxa-8-azaspiro[4.5]decan-3-ylamino)-2-hydroxypropoxy)-N-methylbenzenesulfonamide